(S)-2-(1-Acryloylpyrrolidin-2-yl)-1-amino-4-(4-((4-methoxypyridin-2-yl)carbamoyl)phenyl)-1H-imidazol-5-carboxamid C(C=C)(=O)N1[C@@H](CCC1)C=1N(C(=C(N1)C1=CC=C(C=C1)C(NC1=NC=CC(=C1)OC)=O)C(=O)N)N